ClC1=CC(=C(C=N1)N1C(O[C@]2(C1)C[C@@](CCC2)(C)CN2C=NC1=C2C=C(C=C1)C#N)=O)OC 1-(((5S,7S)-3-(6-chloro-4-methoxypyridin-3-yl)-7-methyl-2-oxo-1-oxa-3-azaspiro[4.5]decane-7-yl)methyl)-1H-benzo[d]imidazole-6-carbonitrile